N-[(4-cyano-2-fluoro-phenyl)methyl]-2-(2-ethyl-3,5-difluoro-phenoxy)-N-(2-hydrazino-2-oxo-ethyl)propanamide C(#N)C1=CC(=C(C=C1)CN(C(C(C)OC1=C(C(=CC(=C1)F)F)CC)=O)CC(=O)NN)F